C[C@H]1O[C@@H]([C@@H]2[C@H](O1)C1=CC=CC=C1C2)C (2S,4R,4aR,9bS)-2,4-dimethyl-4,4a,5,9b-tetrahydroindeno[1,2-d][1,3]dioxine